COC1=CC2=C(C3C(O2)OC(=C3SCCCC[N+](=O)[O-])C3=CC=CC=C3)C=C1 6-methoxy-3-((4-nitrobutyl)thio)-2-phenyl-3a,8a-dihydrofuro[2,3-b]benzofuran